4-((4-(tert-butylcarbamoyl)phenyl)amino)-1-(2-chloro-6-fluorophenyl)-1H-pyrazole-3-carboxamide C(C)(C)(C)NC(=O)C1=CC=C(C=C1)NC=1C(=NN(C1)C1=C(C=CC=C1F)Cl)C(=O)N